3-[2-chloro-3-[4-(3-pyridylmethyl)phenyl]phenyl]piperidine-2,6-dione ClC1=C(C=CC=C1C1=CC=C(C=C1)CC=1C=NC=CC1)C1C(NC(CC1)=O)=O